N1=CC(=CC=C1)CCC1=CC(=CN=N1)CO (6-(2-(pyridin-3-yl)ethyl)pyridazin-4-yl)methanol